Cl.ClC1=CC2=C(NC(=N2)[C@H](C)N)C=C1F (1S)-1-(5-Chloro-6-fluoro-1H-1,3-benzodiazol-2-yl)ethan-1-amine hydrochloride